NC(C(=O)[O-])C(C)(C)O amino-β-hydroxyisovalerate